C(C)(=O)N[C@H]1CC[C@@H]2N(C([C@H](C1)NC([C@H](C)NC)=O)=O)[C@@H](CC2)C(=O)N[C@H]2CCCC1=CC=CC=C21 (3S,6S,8S,10aS)-8-acetamido-6-((S)-2-(methylamino)propanamido)-5-oxo-N-((S)-1,2,3,4-tetrahydronaphthalen-1-yl)decahydropyrrolo[1,2-a]azocine-3-carboxamide